4-(5-{1-[(6,7-dimethoxy-2-methylquinazolin-4-yl)amino]-ethyl}thiophen-2-yl)-N-[2-(dimethylamino)-ethyl]benzamide COC=1C=C2C(=NC(=NC2=CC1OC)C)NC(C)C1=CC=C(S1)C1=CC=C(C(=O)NCCN(C)C)C=C1